5-((acetoxymethyl)amino)-5-oxopentanoic acid allyl ester C(C=C)OC(CCCC(=O)NCOC(C)=O)=O